4-amino-6-chloro-1,3,5-triazin-2-ol NC1=NC(=NC(=N1)Cl)O